C(C=C)(=O)N1CC2(C1)CCN(CC2)C2=NC(N1C3=C(C(=C(C=C23)Cl)C2=C(C=CC=C2O)F)OCC1)=O 7-(2-acryloyl-2,7-diazaspiro[3.5]nonan-7-yl)-9-chloro-10-(2-fluoro-6-hydroxyphenyl)-2H-[1,4]oxazino[2,3,4-ij]quinazolin-5(3H)-one